phosphoric acid monoallyl ester C(C=C)OP(O)(O)=O